C1(CC1)CC1=CN(C2=CC=CC=C12)CC(=O)O 2-(3-(cyclopropylmethyl)-1H-indol-1-yl)acetic acid